[1-[(5-chloropyrimidin-2-yl)methyl]-2-(5-chloro-2-thienyl)imidazol-4-yl]methanol ClC=1C=NC(=NC1)CN1C(=NC(=C1)CO)C=1SC(=CC1)Cl